4-fluoro-5-(2-morpholinopyrimidin-5-yl)-2-(cis-3,4,5-trimethylpiperazin-1-yl)aniline FC1=CC(=C(N)C=C1C=1C=NC(=NC1)N1CCOCC1)N1C[C@H](N([C@H](C1)C)C)C